CC=1C=C2SC=3C=CC=CC3C(C2=CC1C)=O 6,7-dimethylthioxanthone